COC=1C=C2C=CNC2=CC1OC 5,6-dimethoxyindole